(3S)-3-methyl-1-[3-(4-methyl-1H-1,3-benzodiazol-2-yl)-5-(pyrrolidine-1-carbonyl)pyridin-4-yl]pyrrolidin-3-amine C[C@]1(CN(CC1)C1=C(C=NC=C1C(=O)N1CCCC1)C1=NC2=C(N1)C=CC=C2C)N